N-(3-(5-(2-acetamidopyridin-4-yl)-2-(methylthio)-1H-imidazol-4-yl)phenyl)cyclopropane-carboxamide C(C)(=O)NC1=NC=CC(=C1)C1=C(N=C(N1)SC)C=1C=C(C=CC1)NC(=O)C1CC1